(S)-4-[4-(3-hydroxy-3-methyl-butyloxy)-2,6-dimethyl-phenyl]Indan-1-ol OC(CCOC1=CC(=C(C(=C1)C)C1=C2CC[C@@H](C2=CC=C1)O)C)(C)C